tert-butyl 4-chloro-3-oxo-7-(trimethylstannyl)-1,3-dihydro-2H-pyrrolo[3,4-c]pyridine-2-carboxylate ClC1=NC=C(C2=C1C(N(C2)C(=O)OC(C)(C)C)=O)[Sn](C)(C)C